1,2-butadiene C=C=CC